2-ethylbutyric acid 2-(((4-methoxy-3,5-dimethylpyridin-2-yl) methyl) sulfinyl)-1H-benzo[d]imidazol-5-yl ester COC1=C(C(=NC=C1C)CS(=O)C1=NC2=C(N1)C=CC(=C2)OC(C(CC)CC)=O)C